C1(CC1)[C@H](C)N (S)-1-cyclopropylethanamine